2-[2-(3-chloro-4-methoxy-phenyl)-benzimidazol-1-yl]-2,N-dicyclohexyl-acetamide ClC=1C=C(C=CC1OC)C1=NC2=C(N1C(C(=O)NC1CCCCC1)C1CCCCC1)C=CC=C2